C(C)(C)(C)C=1C(=C(C=C(C1)C(C)(C)C)N1N=C2C(=N1)C=CC(=C2)Cl)O 2-(3',5'-di-tert-butyl-2'-hydroxyphenyl)-5-chloro-benzotriazole